[C@H]12CN(C[C@H](CC1)N2)C=2C1=C(N=C(N2)OCCC2=CC=CC=C2)C(=C(N=C1)C1=CC(=CC2=CC=CC=C12)O)F 4-(4-((1R,5S)-3,8-diazabicyclo[3.2.1]octan-3-yl)-8-fluoro-2-phenethoxypyrido[4,3-d]pyrimidin-7-yl)naphthalen-2-ol